C(C)N(CC(C)C)CC1=C(C=CC(=C1)[N+](=O)[O-])O 2-((Ethyl-(isobutyl)amino)methyl)-4-nitrophenol